phenyl-(o-nitrophenyl)methylamine C1(=CC=CC=C1)NCC1=C(C=CC=C1)[N+](=O)[O-]